ethyl-dimethylimidazolinium C(C)C=1[N+](CCN1)(C)C